FC(C=1C(=C(C=CC1)[C@@H](C)NC1=NN(C(C=2C1=CN(C(C2)=O)C21CN(CC1C2)C(=O)OC(C)(C)C)=O)C)F)F Tert-butyl 1-(4-(((R)-1-(3-(difluoromethyl)-2-fluorophenyl)ethyl)amino)-2-methyl-1,7-di-oxo-1,7-dihydropyrido[3,4-d]pyridazin-6(2H)-yl)-3-azabicyclo[3.1.0]hexane-3-carboxylate